C(C)(C)(C)[Si](OCCC1C(C1)B(O)O)(C)C [2-[2-[tert-butyl-(dimethyl)silyl]oxyethyl]cyclopropyl]boronic acid